6-(4-ethynyl-3,5-difluorophenyl)-7-methyl-5-(4-((4-methylpyrimidin-2-yl)oxy)phenyl)-7H-pyrrolo[2,3-d]pyrimidin-4-amine C(#C)C1=C(C=C(C=C1F)C1=C(C2=C(N=CN=C2N)N1C)C1=CC=C(C=C1)OC1=NC=CC(=N1)C)F